2-(3-chlorophenyl)-6-(4-chlorophenyl)-N-(2-hydroxy-3-methylbutyl)-3-oxo-2,3-dihydropyridazine-4-carboxamide ClC=1C=C(C=CC1)N1N=C(C=C(C1=O)C(=O)NCC(C(C)C)O)C1=CC=C(C=C1)Cl